2-(benzofuran-3-yl)-1-((3-nitrophenyl)methylsulfonamido)ethylboronic acid O1C=C(C2=C1C=CC=C2)CC(NS(=O)(=O)CC2=CC(=CC=C2)[N+](=O)[O-])B(O)O